Cl.ClC=1C=C(C=C(C1)Cl)C=1OC2=C(N1)C=CC(=C2)C(=O)O[C@@H]2C[C@H](CC2)N(C)C Trans-3-(dimethylamino)cyclopentyl 2-(3,5-dichlorophenyl)benzo-[d]oxazole-6-carboxylate-HCl salt